N-benzyl-3,4-dimethoxybenzamide ((2-((((3-(dimethylamino)propoxy)carbonyl)oxy)methyl)-1,4-phenylene)bis(oxy))bis(octane-8,1-diyl)bis(decanoate) CN(CCCOC(=O)OCC1=C(C=CC(=C1)OCCCCCCCCCCCCCCCCCC(=O)O)OCCCCCCCCCCCCCCCCCC(=O)O)C.C(C1=CC=CC=C1)NC(C1=CC(=C(C=C1)OC)OC)=O